CN1N=CC(=CC1=O)S(=O)(=O)N methyl-6-oxo-1,6-dihydropyridazine-4-sulfonamide